C(C)NC(CCNC(=O)C1=CC(=CN1C)C1=C(C(=O)N)C=CC=N1)=N (5-((3-(ethylamino)-3-iminopropyl)carbamoyl)-1-methyl-1H-pyrrol-3-yl)nicotinamide